ClC1=CC2=C(OCC(O2)(F)F)C=C1CN1OCC(C1=S)(C)C 2-[(6-chloro-3,3-difluoro-2H-1,4-benzodioxin-7-yl)methyl]-4,4-dimethyl-isoxazolidine-3-thione